IC1=C(C=C(C=C1C)OC(F)(F)F)O 2-iodo-3-methyl-5-(trifluoromethoxy)phenol